3-[4-(5-tert-butyl-2,3-dihydro-2-oxo-1,3,4-oxadiazol-3-yl)-3-chlorophenyl]-1,1-dimethylurea C(C)(C)(C)C1=NN(C(O1)=O)C1=C(C=C(C=C1)NC(N(C)C)=O)Cl